(3-bromoimidazo[1,2-b]pyridazin-6-yl)carbamic acid tert-butyl ester C(C)(C)(C)OC(NC=1C=CC=2N(N1)C(=CN2)Br)=O